2-(2-(dimethylamino)-5-ethyl-6-(4-(3-hydroxypicolinoyl)piperazin-1-yl)-7-oxo-[1,2,4]triazolo[1,5-a]pyrimidin-4(7H)-yl)-N-(4-((trifluoromethyl)thio)phenyl)acetamide CN(C1=NN2C(N(C(=C(C2=O)N2CCN(CC2)C(C2=NC=CC=C2O)=O)CC)CC(=O)NC2=CC=C(C=C2)SC(F)(F)F)=N1)C